CC1C(O1)[N+](C)(C)C.[Cl-] 3-epoxypropyltrimethylammonium chloride